C(=O)C1=C2C(=NC(=C1)C#N)C=CN2COCC[Si](C)(C)C 7-formyl-1-((2-(trimethylsilyl)ethoxy)methyl)-1H-pyrrolo[3,2-b]pyridine-5-carbonitrile